C(C1=CC(O)=C(O)C(O)=C1)(=O)[O-].[Rb+] rubidium gallate